tert-butyl 3-(4,5,6,7-tetrahydrothiazolo[5,4-c]pyridin-2-yl)-3,9-diazabicyclo[3.3.1]nonane-9-carboxylate N1=C(SC=2CNCCC21)N2CC1CCCC(C2)N1C(=O)OC(C)(C)C